C(C=C)OC=1C=C(C=CC1F)[C@H](C)NS(=O)(=O)CCCCCN (S)-N-(1-(3-(allyloxy)-4-fluorophenyl)ethyl)-5-aminopentane-1-sulfonamide